N[C@@H](CC(=O)OCC)C1=CC(=CC=C1)CC1=CC=C(C=C1)C ethyl (S)-3-amino-3-(3-(4-methylbenzyl)phenyl)propanoate